(3R,4S)-3-isopropyl-4-methyl-2-oxopyrrolidine-3-carbonitrile C(C)(C)[C@]1(C(NC[C@H]1C)=O)C#N